C1(CCCCC1)NC(=O)C1CN(C1)C1=C(C=C2C(C(=CN(C2=N1)C1=NC=NS1)C(=O)O)=O)F 7-[3-(cyclohexylcarbamoyl)azetidin-1-yl]-6-fluoro-4-oxo-1-(1,2,4-thiadiazol-5-yl)-1,4-dihydro-1,8-naphthyridine-3-carboxylic acid